BrC=1C=C(C=NC1)CN1N=C2N([C@@H](CCC2)C(=O)O)C1=O (5S)-2-[(5-Bromopyridin-3-yl)methyl]-3-oxo-2,3,5,6,7,8-hexahydro[1,2,4]triazolo[4,3-a]pyridine-5-carboxylic acid